3-((R)-3-((S)-3-(3-(cyclopropylsulfonyl)phenoxy)-2-hydroxypropylamino)-1-oxa-8-azaspiro[4.5]decan-8-ylsulfonyl)-6,7-dihydro-5H-pyrrolo[3,4-b]pyridin-5-one C1(CC1)S(=O)(=O)C=1C=C(OC[C@H](CN[C@H]2COC3(C2)CCN(CC3)S(=O)(=O)C=3C=C2C(=NC3)CNC2=O)O)C=CC1